BrC=1C=C2C=NN(C2=C(C1)C)C(=O)OCC1=CC=CC=C1 benzyl 5-bromo-7-methyl-1H-indazole-1-carboxylate